C(C)(=O)OC1(CN(C1)CC1=CC=C(C=C1)Br)C [1-[(4-bromophenyl) methyl]-3-methyl-azetidin-3-yl] acetate